[N+](=O)([O-])C1=NN=C2N1N=C(N2[N+](=O)[O-])[N+](=O)[O-] 3,6,7-trinitro[1,2,4]triazolo[4,3-b][1,2,4]triazole